O[C@@H](CN1C=NC2=C(C1=O)C=C(N=C2C=2C=NC=CC2)C2=NC=C(C=C2)C(F)(F)F)C (R)-3-(2-hydroxypropyl)-8-(pyridin-3-yl)-6-(5-(trifluoromethyl)pyridin-2-yl)pyrido[3,4-d]pyrimidin-4(3H)-one